(S)-3-(1H-indol-3-yl)-N-(2-methoxy-4-(piperazin-1-yl)phenyl)-2-(4-methylphenyl-sulphonyl)propanamide N1C=C(C2=CC=CC=C12)C[C@@H](C(=O)NC1=C(C=C(C=C1)N1CCNCC1)OC)S(=O)(=O)C1=CC=C(C=C1)C